(R)-2-((1-(2-cyano-3-(4,4-dimethylpiperidin-1-yl)-7-methylquinoxalin-5-yl)ethyl)amino)benzoic acid C(#N)C1=NC2=CC(=CC(=C2N=C1N1CCC(CC1)(C)C)[C@@H](C)NC1=C(C(=O)O)C=CC=C1)C